ethyl 5-cyclopropyl-1-[4-(difluoromethoxy)phenyl]-3-methyl-pyrazole-4-carboxylate C1(CC1)C1=C(C(=NN1C1=CC=C(C=C1)OC(F)F)C)C(=O)OCC